C(C1=CC=CC=C1)N1C(C(=CC(=C1)C(=O)N[C@@H]1C[C@H](CCC1)O)C(=O)NC)=O 1-benzyl-N5-((1S,3S)-3-hydroxycyclohexyl)-N3-methyl-2-oxo-1,2-dihydropyridine-3,5-dicarboxamide